(3-fluoro-5-hydroxypyridin-2-yl)acetic acid methyl ester COC(CC1=NC=C(C=C1F)O)=O